ClC1=C(C=CC=C1Cl)N(C1CCN(CC1)C(CCN1C=NC2=C(NC=3C=CC(=CC23)C)C1=O)=O)C 3-(3-(4-((2,3-dichlorophenyl)(methyl)amino)piperidin-1-yl)-3-oxopropyl)-8-methyl-3,5-dihydro-4H-pyrimido[5,4-b]indol-4-one